ClC=1C=C(CNC(C(C)(C2=NC=C(C=C2)C)C)=O)C=C(C1C1C(NC(CC1)=O)=O)Cl N-(3,5-dichloro-4-(2,6-dioxopiperidin-3-yl)benzyl)-2-methyl-2-(5-methylpyridin-2-yl)propanamide